C12N(CC(NC1)C2)C=2C(=C1CN(C(C1=CC2)=O)C2CNCCC2)F 3-(5-(2,5-diazabicyclo[2.2.1]heptane-2-yl)-4-fluoro-1-oxoisoindoline-2-yl)piperidine